ClC1=NC=C2C=C(C(=NC2=C1)C(=O)OC)C=1C=NC(=CC1C)C(CC)=O methyl 7-chloro-3-(4-methyl-6-propionylpyridin-3-yl)-1,6-naphthyridine-2-carboxylate